2-fluoropyridine-4-sulfonamide FC1=NC=CC(=C1)S(=O)(=O)N